tert-butyl 3-((8-((tert-butoxycarbonyl)(2-methoxybenzyl)amino)-3-isopropylimidazo[1,2-b]pyridazin-6-yl)thio)piperidine-1-carboxylate C(C)(C)(C)OC(=O)N(C=1C=2N(N=C(C1)SC1CN(CCC1)C(=O)OC(C)(C)C)C(=CN2)C(C)C)CC2=C(C=CC=C2)OC